CC1=NC=2N(C(=C1)C)N=CC2C(=O)NC2CCCC1=CC=CC=C21 5,7-Dimethyl-N-(1,2,3,4-tetrahydronaphthalen-1-yl)pyrazolo[1,5-a]pyrimidine-3-carboxamide